C(=O)O.NS(=O)(=O)N aminosulfonamide format salt